octaneamine C(CCCCCCC)N